1-tert-butyl-piperidine-2,4-dione C(C)(C)(C)N1C(CC(CC1)=O)=O